8-methoxy-5-methyl-4-phenyl-pyrido[3,2-b]indole COC1=CC=2C3=C(N(C2C=C1)C)C(=CC=N3)C3=CC=CC=C3